4-(4-(methyl(pyridin-3-yl)amino)phenyl)-N-(pyridin-3-yl)butanamide CN(C1=CC=C(C=C1)CCCC(=O)NC=1C=NC=CC1)C=1C=NC=CC1